1-Ethyl-2-butylpyridinium methansulfonat CS(=O)(=O)[O-].C(C)[N+]1=C(C=CC=C1)CCCC